S(N)(OC[C@@H]1[C@H](C[C@@H](C1)NC1=NC=NC=C1C(=O)C=1SC=C(C1)CC=1OC(=CC1)Cl)O)(=O)=O [(1R,2S,4R)-4-{[5-({4-[(5-chloro-2-furyl)methyl]-2-thienyl}carbonyl)pyrimidin-4-yl]amino}-2-hydroxy cyclopentyl]methyl sulfamate